6-(2-chloro-3-fluorophenyl)-5-azaspiro[2.4]heptane ClC1=C(C=CC=C1F)C1NCC2(CC2)C1